N[C@H]1CN(CCC1)C(=O)C=1C=C2OCCN3C(=NC(C1)=C32)C=3N(C2=CC=C(C=C2C3)F)CCOC (R)-(3-aminopiperidin-1-yl)(2-(5-fluoro-1-(2-methoxyethyl)-1H-indol-2-yl)-3,4-dihydro-5-oxa-1,2a-diazaacenaphthylen-7-yl)methanone